2-amino-N-(6,7-dihydro-5H-cyclopenta[b]pyridin-7-yl)-8-methoxyquinazoline-4-carboxamide NC1=NC2=C(C=CC=C2C(=N1)C(=O)NC1CCC=2C1=NC=CC2)OC